CN(C1=CC2=C(C(=C3C([Si]2(C)C2=CC(=CC=C2)N(C)C)=CC(C=C3)=C[NH2+]C)C3=C(C=CC=C3)C)C=C1)C (7-(Dimethylamino)-5-(3-(dimethylamino)phenyl)-5-methyl-10-(o-tolyl)dibenzo[b,e]silin-3(5H)-ylidene)-N-methylmethanaminium